C(C)(=O)NNC(=O)C=1C(=NC(=C(C1C1=CC=C(S1)C(=O)NCC1=CC(=C(C=C1)F)F)C#N)NC(C)C)CCC1=CC=C(C=C1)F 5-[3-(acetamidocarbamoyl)-5-cyano-2-[2-(4-fluorophenyl)ethyl]-6-(isopropylamino)-4-pyridyl]-N-[(3,4-difluorophenyl)methyl]thiophene-2-carboxamide